O1C(=CC2=C1C=CC=C2)S(=O)(=O)N2[C@@H]([C@H](CC2)O)C(=O)O (2S,3S)-1-(benzofuran-2-ylsulfonyl)-3-hydroxypyrrolidine-2-carboxylic acid